FC1=C(C=C(C=C1)C1NC(NC(=C1C(=O)NC=1C=C2C=NNC2=CC1)C)=O)C(=O)NCC1=NC=CC=C1 4-[4-fluoro-3-[[(2-pyridinylmethyl)amino]carbonyl]phenyl]-1,2,3,4-tetrahydro-N-1H-indazol-5-yl-6-methyl-2-oxo-5-pyrimidinecarboxamide